C(=O)C1=CC(C(=CO1)OCC1CCN(CC1)C(=O)OC(C)(C)C)=O tert-butyl 4-(((6-formyl-4-oxo-4H-pyran-3-yl)oxy)methyl)-piperidine-1-carboxylate